O=C1NC(CCC1N1C(C2=CC=C(C=C2C1)C#CCCCCCCN1CCN(CC1)C1=CC=C(N=N1)C(=O)N1CCC(CC1)CCCCNC(\C=C\C=1C=NC=CC1)=O)=O)=O (E)-N-(4-(1-(6-(4-(8-(2-(2,6-dioxopiperidin-3-yl)-1-oxoisoindoline-5-yl)oct-7-yn-1-yl)piperazin-1-yl)pyridazin-3-carbonyl)piperidin-4-yl)butyl)-3-(pyridin-3-yl)acrylamide